ClC1=C(C=C(C(=O)N2CC=3N=C(N(C(C3C[C@H]2C)=O)[C@@H]2CC[C@H](CC2)C=2OC(=NN2)C)NC(C)C)C=C1)C(F)(F)F (R)-7-(4-chloro-3-(trifluoromethyl)benzoyl)-2-(isopropylamino)-6-methyl-3-((trans)-4-(5-methyl-1,3,4-oxadiazol-2-yl)cyclohexyl)-5,6,7,8-tetrahydropyrido[3,4-d]pyrimidin-4(3H)-one